4-methyl-N-{[1-(3-methylbutanoyl)-1,2,3,4-tetrahydroquinolin-6-yl]methyl}benzamide CC1=CC=C(C(=O)NCC=2C=C3CCCN(C3=CC2)C(CC(C)C)=O)C=C1